N1=CC(=CC=C1)C1(CNCCC1)N 3-(pyridin-3-yl)piperidin-3-amine